N-(2-(5-((4-(benzyloxy)-2,3-dihydroxycyclohexyl)oxy)-3'-fluoro-[1,1'-biphenyl]-2-yl)ethyl)acetamide C(C1=CC=CC=C1)OC1C(C(C(CC1)OC=1C=CC(=C(C1)C1=CC(=CC=C1)F)CCNC(C)=O)O)O